CNC(C1=NC=C(C=C1)N1CCC(CC1)N1CC(CCC1)C1=NC2=CC=CC=C2C(N1)=O)=O N-methyl-5-(3-(4-oxo-3,4-dihydro-quinazolin-2-yl)-[1,4'-bipiperidin]-1'-yl)picolinamide